N[C@H]1[C@@H]2N(C[C@H]1CC2)C(=O)C2=CC1=C(N(C(=N1)C1=CC=3C(=NC=CC3)N1CC1CC1)C1CN(C1)C(=O)OC)C(=C2)OC methyl 3-{5-[(1R,4R,7R)-7-amino-2-azabicyclo[2.2.1]heptane-2-carbonyl]-2-[1-(cyclopropylmethyl)-1H-pyrrolo[2,3-b]pyridin-2-yl]-7-methoxy-1H-1,3-benzodiazol-1-yl}azetidine-1-carboxylate